N-(1-hydroxy-1,3-dihydrobenzo[c][1,2]oxaborol-6-yl)benzamide OB1OCC2=C1C=C(C=C2)NC(C2=CC=CC=C2)=O